C(C)(C)(C)C=1C(=NC=C(C1)C=1N=CC2=C(C(=CC=C2C1)F)C=1N=C(N2C1CN(CC2)C(C)=O)C2CCOCC2)C(=O)NC tert-Butyl-5-(8-(7-acetyl-3-(tetrahydro-2H-pyran-4-yl)-5,6,7,8-tetrahydroimidazo[1,5-a]pyrazin-1-yl)-7-fluoroisoquinolin-3-yl)-N-methylpicolinamide